2-cycloheptyl-N-(4-methyl-3-((3-(9-(tetrahydro-2H-pyran-2-yl)-9H-purin-6-yl)pyridin-2-yl)amino)phenyl)acetamide C1(CCCCCC1)CC(=O)NC1=CC(=C(C=C1)C)NC1=NC=CC=C1C1=C2N=CN(C2=NC=N1)C1OCCCC1